N=1N(N=C2C1C=CC=C2)C2=CC(=CC=C2O)C 2-(2H-Benzotri-azol-2-yl)-p-cresol